4-cyclopropyl-N-((1S)-(4,4-difluorocyclohexyl)(7-(((5S)-2-oxo-5-(trifluoromethyl)pyrrolidin-3-yl)methyl)imidazo[1,2-b]pyridazin-2-yl)methyl)-1,2,5-oxadiazole-3-carboxamide C1(CC1)C=1C(=NON1)C(=O)N[C@H](C=1N=C2N(N=CC(=C2)CC2C(N[C@@H](C2)C(F)(F)F)=O)C1)C1CCC(CC1)(F)F